methyl (1S,2S-3R,4R)-3-((R)-1-acetylamino-2-ethylbutyl)-4-(tert-butoxycarbonylamino)-2-hydroxycyclopentanecarboxylate C(C)(=O)N[C@H](C(CC)CC)[C@@H]1[C@@H]([C@H](C[C@H]1NC(=O)OC(C)(C)C)C(=O)OC)O